C(CCCCCCCCCCCCC=CCCCCCCCCCCCCC)(=O)O 14-Octacosenoic acid